2-(5-(3,4-dimethoxyphenyl)-4-isopropyl-1H-pyrazol-3-yl)-5-(1-propylpiperidin-4-yl)thiazole COC=1C=C(C=CC1OC)C1=C(C(=NN1)C=1SC(=CN1)C1CCN(CC1)CCC)C(C)C